tert-butyl 4-[[4-[2-(2,6-dioxo-3-piperidyl)-4-fluoro-1-oxo-isoindolin-5-yl]piperazin-1-yl]methyl]piperidine-1-carboxylate O=C1NC(CCC1N1C(C2=CC=C(C(=C2C1)F)N1CCN(CC1)CC1CCN(CC1)C(=O)OC(C)(C)C)=O)=O